2-[3-(hydroxymethyl)-4-[5-(1H-imidazo[4,5-b]pyridin-5-ylamino)-1-methyl-6-oxo-3-pyridyl]-2-pyridyl]-3,4,6,7,8,9-hexahydropyrazino[1,2-a]indol-1-one OCC=1C(=NC=CC1C1=CN(C(C(=C1)NC1=CC=C2C(=N1)N=CN2)=O)C)N2C(C=1N(C=3CCCCC3C1)CC2)=O